(S)-(3-(3-(6-bromo-7-((1-(ethylsulfonyl)pyrrolidin-3-yl)amino)-3H-imidazo[4,5-b]pyridin-2-yl)-2,5-dimethyl-1H-pyrrol-1-yl)phenyl)(morpholino)methanone BrC=1C(=C2C(=NC1)NC(=N2)C2=C(N(C(=C2)C)C=2C=C(C=CC2)C(=O)N2CCOCC2)C)N[C@@H]2CN(CC2)S(=O)(=O)CC